C(#N)C1=CC=C(C=C1)C=1N=C2C(=NC1)N=C(S2)NC(=O)C2=C(C=NC=C2)C2=C(C=CC=C2OC)F N-(6-(4-cyanophenyl)thiazolo[4,5-b]pyrazin-2-yl)-3-(2-fluoro-6-methoxyphenyl)pyridine-4-formamide